OCC(CO)(C)N1C(SC(=C1)COC=1C=CC2=C(C=C(O2)C)C1)C N-(1,3-dihydroxy-2-methylpropan-2-yl)-2-methyl-5-((2-methylthiazol-5-yl)methoxy)benzofuran